C(C)(=O)C=1C=CC(=C(C1)N1C(SCC1=O)=N)C(C)C 3-(5-acetyl-2-isopropylphenyl)-2-iminothiazolidin-4-one